N-phenyl-3-sulfamoyl-benzamide C1(=CC=CC=C1)NC(C1=CC(=CC=C1)S(N)(=O)=O)=O